2-(Aminoethyl)-4-bromo-5-fluoroaniline NCCC1=C(N)C=C(C(=C1)Br)F